2-amino-N-[2-(2,5-dimethoxyphenyl)-2-hydroxyethyl]acetamide NCC(=O)NCC(O)C1=C(C=CC(=C1)OC)OC